FC(CN1N=CC=2C1=NC(=CN2)N2CC1(C2)CCN(CC1)C=1C=NC=CC1C(F)(F)F)F 2-[1-(2,2-difluoroethyl)-1H-pyrazolo[3,4-b]pyrazin-6-yl]-7-[4-(trifluoromethyl)pyridin-3-yl]-2,7-diazaspiro[3.5]nonane